(S)-(2,7-dimethyl-3-(1-methyl-3-(trifluoromethyl)-1H-pyrazol-5-yl)-2,4,5,7-tetrahydro-6H-pyrazolo[3,4-c]pyridin-6-yl)(4-methylpyrazolo[1,5-a]pyridin-3-yl)methanone CN1N=C2[C@@H](N(CCC2=C1C1=CC(=NN1C)C(F)(F)F)C(=O)C=1C=NN2C1C(=CC=C2)C)C